tert-Butyl 4-[3-fluoro-5-oxo-6-{[1,1,1,2,2-pentafluoropentan-3-yl]carbamoyl}-8-(2,4,6-trifluorophenyl)-5,8-dihydro-1,8-naphthyridin-2-yl]-2-(hydroxymethyl)piperazine-1-carboxylate FC=1C(=NC=2N(C=C(C(C2C1)=O)C(NC(C(C(F)(F)F)(F)F)CC)=O)C1=C(C=C(C=C1F)F)F)N1CC(N(CC1)C(=O)OC(C)(C)C)CO